N1-(2-fluorophenyl)-N2-((S)-3-(3-fluorophenyl)-1-oxo-1-(((S)-3-oxo-1-((S)-2-oxopyrrolidin-3-yl)-4-(trifluoromethoxy)butan-2-yl)amino)propan-2-yl)oxalamide FC1=C(C=CC=C1)NC(C(=O)N[C@H](C(N[C@@H](C[C@H]1C(NCC1)=O)C(COC(F)(F)F)=O)=O)CC1=CC(=CC=C1)F)=O